C1(CC1)C=1C=C(C=2N(C1)C=C(N2)C(C)NC2=CC(=NC(=N2)C)NC(=O)[C@@H]2[C@H](C2)C2=NC=CC(=N2)C)N2C(N(CC2)C)=O (1S,2S)-N-(6-((1-(6-cyclopropyl-8-(3-methyl-2-oxoimidazolidin-1-yl)imidazo[1,2-a]pyridin-2-yl)ethyl)amino)-2-methylpyrimidin-4-yl)-2-(4-methylpyrimidin-2-yl)cyclopropane-1-carboxamide